O=C1NC(CCC1N1C(C2=CC=C(C=C2C1)C1=NC=CC(=C1F)CN1CCC2(CN(C2)C(=O)OC(C)(C)C)CC1)=O)=O tert-butyl 7-((2-(2-(2,6-dioxopiperidin-3-yl)-1-oxoisoindolin-5-yl)-3-fluoropyridin-4-yl)methyl)-2,7-diazaspiro[3.5]nonane-2-carboxylate